S1C(=NC=C1)C1=CC=C(C=2N=C(OC21)N2CC1CCC(C2)N1C(=O)OC(C)(C)C)C(C(F)(F)F)O racemic-tert-butyl 3-(7-(thiazol-2-yl)-4-(2,2,2-trifluoro-1-hydroxyethyl)benzo[d]oxazol-2-yl)-3,8-diazabicyclo[3.2.1]octane-8-carboxylate